4-(2-aminomethyl)morpholine C1COCCN1CN